ClC=1N=C2SC=CN2C1S(=O)(=O)NC1=C(C=CC=C1)C#CC=1C=CC(=NC1)C(=O)O 5-[2-(2-{6-chloroimidazo[2,1-b][1,3]thiazole-5-sulfonamido}phenyl)-ethynyl]pyridine-2-carboxylic acid